FC(C=1C=C(C=C(C1)C(F)(F)F)NC1=C(N(C2=CC=CC=C12)C)C(=O)N[C@@H](C)C1=CC=C(C(=O)O)C=C1)(F)F (S)-4-(1-(3-((3,5-bis(trifluoromethyl)phenyl)amino)-1-methyl-1H-indole-2-carboxamido)ethyl)benzoic acid